4-methyl-3-((1-(pyrazolo[1,5-a]pyrazin-3-yl)azetidin-3-yl)amino)-N-(5-(trifluoromethyl)pyridin-3-yl)benzamide CC1=C(C=C(C(=O)NC=2C=NC=C(C2)C(F)(F)F)C=C1)NC1CN(C1)C=1C=NN2C1C=NC=C2